OC(C(=O)N)C hydroxypropanamide